C(C1=CC=CC=C1)OC(N[C@H]1COC2=CC(=CC=C2C1)N1CC(C(C1)OC)NC(=O)OC(C)(C)C)=O ((3R)-7-(3-((tert-Butoxycarbonyl)amino)-4-methoxypyrrolidin-1-yl)chroman-3-yl)carbamic acid benzyl ester